C[C@H]1N(CCOC1)C=1C2=C(N=C(N1)C1=C3C(=NC=C1)NC=C3)C(=CS2)C(C)S(=O)(=O)C (3R)-3-Methyl-4-(7-(1-(methylsulfonyl)ethyl)-2-(1H-pyrrolo[2,3-b]pyridin-4-yl)thieno[3,2-d]pyrimidin-4-yl)morpholine